O=S1(C[C@@H](CCC1)N1C(=NC2=C3CC[C@@H](N(C3=CC=C21)C(=O)OC)C)CCN2N=CC=N2)=O methyl (7S)-3-[(3R)-1,1-dioxo-1λ6-thian-3-yl]-7-methyl-2-[2-(2H-1,2,3-triazol-2-yl)ethyl]-3H,6H,7H,8H,9H-imidazo[4,5-f]quinoline-6-carboxylate